(S)-quinuclidin-3-yl (5-(4-(trifluoromethoxy)phenyl)-2,3-dihydro-1H-inden-1-yl)carbamate FC(OC1=CC=C(C=C1)C=1C=C2CCC(C2=CC1)NC(O[C@@H]1CN2CCC1CC2)=O)(F)F